[Ti+4].[Pb+2].[O-2].[Sc+3].[Ga+3].[Bi+3] bismuth gallium scandium oxide lead titanium